2-[[4-piperidinyl-6-(5-oxazolyl)-2-pyrimidinyl]amino]-4-methyl-5-thiazolecarboxylic acid ethyl ester C(C)OC(=O)C1=C(N=C(S1)NC1=NC(=CC(=N1)N1CCCCC1)C1=CN=CO1)C